1-[7-(3-azaspiro[5.5]undecan-9-yl)-1-methyl-indazol-3-yl]hexahydropyrimidine-2,4-dione C1CNCCC12CCC(CC2)C=2C=CC=C1C(=NN(C21)C)N2C(NC(CC2)=O)=O